CC1=C(OC(C(=O)OCC)(C)C)C(=CC(=C1)CN1N=CN(C1=O)C1=CC=C(C=C1)SC)C Ethyl 2-(2,6-dimethyl-4-((4-(4-(methylthio) phenyl)-5-oxo-4,5-dihydro-1H-1,2,4-triazol-1-yl)methyl)phenoxy)-2-methylpropionate